C1CC(=C(N2[C@H]1[C@@H](C2=O)NC(=O)[C@@H](C3=CC=CC=C3)[NH3+])C(=O)[O-])Cl The molecule is the zwitterionic form of loracarbef. It is a carbacephem and a zwitterion. It is a tautomer of a loracarbef.